N-(4-((2-(1,1-difluoroethyl)-6-methylpyrimidin-4-yl)amino)-5-(5-(methoxymethyl)-1-methyl-1H-pyrazol-3-yl)pyridin-2-yl)acetamide FC(C)(F)C1=NC(=CC(=N1)NC1=CC(=NC=C1C1=NN(C(=C1)COC)C)NC(C)=O)C